N1(C=CC2=CC=CC=C12)CCCO 3-(1H-indol-1-yl)propan-1-ol